FC=1C=C(C=CC1)C=1C=C2C=NC=NC2=C(C1)O 6-(3-fluorophenyl)quinazolin-8-ol